(4,6-dimethylpyrimidin-2-yl)glycine CC1=NC(=NC(=C1)C)NCC(=O)O